N'-((1-fluorocyclopropyl)methylene)benzoyl-hydrazine FC1(CC1)C=NNC(C1=CC=CC=C1)=O